3-((2-(2,6-dioxopiperidin-3-yl)-1,3-dioxoisoindolin-4-yl)oxy)-N-(3-((3aR,4R,9bR)-4-(hydroxymethyl)-1-tosyl-2,3,3a,4,5,9b-hexahydro-1H-pyrrolo[3,2-c]quinolin-8-yl)phenyl)propenamide O=C1NC(CCC1N1C(C2=CC=CC(=C2C1=O)OC=CC(=O)NC1=CC(=CC=C1)C1=CC=2[C@H]3[C@@H]([C@@H](NC2C=C1)CO)CCN3S(=O)(=O)C3=CC=C(C)C=C3)=O)=O